CC1(OB(OC1(C)C)C1=CC=CC=2C3=CC=CC=C3NC12)C 1-(4,4,5,5-tetramethyl-1,3,2-dioxaborolan-2-yl)9H-carbazole